C(OC)(OC1=CC=CC2=CC=CC=C12)=O methyl (naphthyl) carbonate